FC1=C(C=C(C=C1)S(=O)C=1C(=C2C=CNC2=C(C1F)F)F)C=1NC=C(N1)[C@]1(CCOC2=C(C=CC=C12)CCC(=O)O)C 3-[(4S)-4-[2-[2-fluoro-5-[(4,6,7-trifluoro-1H-indol-5-yl)sulfinyl]phenyl]-1H-imidazol-4-yl]-4-methyl-chroman-8-yl]propanoic acid